5-(((S)-1-(((R)-1-(1-(5-chloropyrimidin-2-yl)piperidin-4-yl)-2-oxopyrrolidin-3-yl)oxy)propan-2-yl)amino)-2-(4-methoxybenzyl)-4-(trifluoromethyl)pyridazin-3(2H)-one ClC=1C=NC(=NC1)N1CCC(CC1)N1C([C@@H](CC1)OC[C@H](C)NC1=C(C(N(N=C1)CC1=CC=C(C=C1)OC)=O)C(F)(F)F)=O